NC1=NC2=CC=C(C=C2C=N1)C1=C(C(=O)NC2=CC(=C(C=C2)Cl)C(F)(F)F)C=CC(=C1)C (2-aminoquinazolin-6-yl)-N-(4-chloro-3-(trifluoromethyl)phenyl)-4-methylbenzamide